C(CCCCCCCCCCCCCCCCC)[Si](OCC)(OCC)CC octadecyl-ethyl-diethoxysilane